BrC=1C=NC=CC1C1=C(C=NC=C1)Br 3,3'-dibromo-4,4'-bipyridine